CC=1C=C(C=CC1C)N1N=C(C=2C=NC=3C=CC(=CC3C21)OC)C2=CC=C(C=C2)N2CCN(CC2)C 1-(3,4-dimethylphenyl)-8-methoxy-3-[4-(4-methylpiperazin-1-yl)phenyl]-1H-pyrazolo[4,3-c]quinoline